ClC1=NC=C(C(=N1)N1CC(C1)(C(=O)O)C)F 1-(2-chloro-5-fluoropyrimidin-4-yl)-3-methylazetidine-3-carboxylic acid